2,2-bipyridine-4,4'-dicarboxylic acid N1=C(C=C(C=C1)C(=O)O)C1=NC=CC(=C1)C(=O)O